7-bromo-3-(2-hydroxyethyl)-2-(hydroxymethyl)-1-neopentylindoline-5-carboxylic acid methyl ester COC(=O)C=1C=C2C(C(N(C2=C(C1)Br)CC(C)(C)C)CO)CCO